2-(ethoxymethylene)-4,4,4-trifluoro-3-oxo-butyric acid ethyl ester C(C)OC(C(C(C(F)(F)F)=O)=COCC)=O